1,1,1,9,9,9-hexamethyl-3,3,5,5,7,7-hexaphenyl-pentasiloxane Sodium [Na].C[Si](O[Si](O[Si](O[Si](O[Si](C)(C)C)(C1=CC=CC=C1)C1=CC=CC=C1)(C1=CC=CC=C1)C1=CC=CC=C1)(C1=CC=CC=C1)C1=CC=CC=C1)(C)C